FC1=C(OCC=2C=C3CN(C(C3=CC2F)=O)C2C(NC(CC2)=O)=O)C(=CC=C1F)C=1N=C(SC1)N1CCOCC1 3-(5-((2,3-difluoro-6-(2-morpholinothiazol-4-yl)phenoxy)methyl)-6-fluoro-1-oxoisoindolin-2-yl)piperidine-2,6-dione